CCC(C(CC)O)O trans-3,4-Hexandiol